4,6-dichloro-7-methoxy-1-methyl-2-oxo-1,2-dihydroquinoline-3-carbonitrile ClC1=C(C(N(C2=CC(=C(C=C12)Cl)OC)C)=O)C#N